FC(C(=O)O)(F)F.NC=1C=2N(C=C(N1)C(=O)NC)C(=CN2)C2=C(C=CC(=C2)S(NCC2CC(C2)(F)F)(=O)=O)C 8-Amino-3-(5-(N-((3,3-difluorocyclobutyl)methyl)sulfamoyl)-2-methylphenyl)-N-methylimidazo[1,2-a]pyrazine-6-carboxamide Trifluoroacetate Salt